(S)-N-(5-(2-(1-cyclopropylethyl)-7-(difluoromethoxy)-1-oxoisoindolin-5-yl)-4-((1-methylpiperidin-4-yl)oxy)-7H-pyrrolo[2,3-d]pyrimidin-2-yl)acetamide allyl-phosphonate C(C=C)P(O)(O)=O.C1(CC1)[C@H](C)N1C(C2=C(C=C(C=C2C1)C1=CNC=2N=C(N=C(C21)OC2CCN(CC2)C)NC(C)=O)OC(F)F)=O